(R)-6-(6-cyclopropyl-7-methoxy-2-methylimidazo[1,2-b]pyridazin-3-yl)-3-fluoro-N-(piperidin-3-yl)pyridin-2-amine C1(CC1)C=1C(=CC=2N(N1)C(=C(N2)C)C2=CC=C(C(=N2)N[C@H]2CNCCC2)F)OC